tributyl-tin fluoride C(CCC)[Sn](CCCC)(CCCC)F